(E)-3-(4-amino-3-fluorophenyl)-N-((5-(5-(4,4-difluoropiperidine-1-carbonyl)pyridin-2-yl)-7-(trifluoromethyl)benzofuran-2-yl)methyl)acrylamide NC1=C(C=C(C=C1)/C=C/C(=O)NCC=1OC2=C(C1)C=C(C=C2C(F)(F)F)C2=NC=C(C=C2)C(=O)N2CCC(CC2)(F)F)F